NC1=C2N=CN(C2=NC=N1)C1C(C(C(O1)C(=O)NCCCNCCC1=CC=C(C=C1)OC1=CC=CC=C1)O)O 5-(6-amino-9H-purin-9-yl)-3,4-dihydroxy-N-(3-((4-phenoxyphenethyl)amino)propyl)tetrahydrofuran-2-carboxamide